CC=1C2=CC(=CC1)O2 tolylene ether